3-(triethoxysilyl)-propionic acid C(C)O[Si](CCC(=O)O)(OCC)OCC